C(C)(=O)OCCCCCC\C=C/CCCC (Z)-dodeca-7-en-1-yl Acetate